(S)-4-AMINO-3-HYDROXYBUTANOIC ACID NC[C@H](CC(=O)O)O